C(C)(=O)O[C@H]1CC[C@@]2([C@H]3CC[C@]4([C@H]([C@@H]3C(C[C@H]2C1)(F)F)CC[C@@H]4[C@@H](CCCC(=O)OC)C)C)C methyl (5R)-5-[(1R,3aS,3bR,5aR,7S,9aS,9bS,11aR)-7-acetoxy-4,4-difluoro-9a,11a-dimethylhexadecahydro-1H-cyclopenta[1,2-a]phenanthren-1-yl]hexanoate